C1(=CC=CC=C1)C=1C=CC(=NC1)N1[C@H]2[C@@H](OCC1)CN(C2)C#N (4aR,7aS)-4-(5-phenylpyridin-2-yl)hexahydropyrrolo[3,4-b][1,4]Oxazine-6(2H)-carbonitrile